C(C)(C)N1N=NC2=C1C=CC(=C2)C=2OC1=C(N2)C(=CC(=C1)OC)C 2-(1-isopropyl-1H-benzo[d][1,2,3]triazol-5-yl)-6-methoxy-4-methylbenzo[d]oxazole